BrC1=C(C(=O)N)C=CC(=C1F)F 2-bromo-3,4-difluorobenzamide